SCC1=CC=C(C=C1)CO p-(mercaptomethyl)phenylmethanol